ClC1=C(C=CC(=C1)OC)OCC(OCC)OCC 2-chloro-1-(2,2-diethoxyethoxy)-4-methoxybenzene